BrC1=C(C=C(C=C1)C1=CC2=CN(N=C2C=C1)C)OCOC 5-(4-bromo-3-(methoxymethoxy)phenyl)-2-methyl-2H-indazole